O1CCCCC=C1 2,3,4,5-Tetrahydrooxepin